COC(C1=CC(=NC=C1)CO)=O 2-methylolisonicotinic acid methyl ester